5,7-Difluoro-1-(4-(4-isopropylpiperidin-1-yl)phenyl)-1H-indazol-6-ol FC=1C=C2C=NN(C2=C(C1O)F)C1=CC=C(C=C1)N1CCC(CC1)C(C)C